5-(3-acetyl-6-(benzyloxy)-2-fluorophenyl)-1,2,5-thiadiazolidin-3-one 1,1-dioxide C(C)(=O)C=1C(=C(C(=CC1)OCC1=CC=CC=C1)N1CC(NS1(=O)=O)=O)F